CN1CCN(CC1)C1=CC=C(N)C=C1 4-(4-methyl-1-piperazinyl)aniline